(5R,7S)-7-((1H-imidazo[4,5-c]pyridin-1-yl)methyl)-3-(5-(2-hydroxypropane-2-yl)pyrazin-2-yl)-7-methyl-1-oxo-3-azaspiro[4.5]decan-2-one N1(C=NC=2C=NC=CC21)C[C@@]2(C[C@@]1(CN(C(C1=O)=O)C1=NC=C(N=C1)C(C)(C)O)CCC2)C